COC(=O)C1=CC2=C(OCC(N2CC)=O)C=C1[N+](=O)[O-] 4-Ethyl-7-nitro-3-oxo-3,4-dihydro-2H-benzo[b][1,4]oxazine-6-carboxylic acid methyl ester